FC1=CC=C(C=C1)NC(=O)C1=NNC2=NC=C(C=C21)[N+](=O)[O-] N-(4-fluorophenyl)-5-nitro-1H-pyrazolo[3,4-b]pyridine-3-carboxamide